FC(C(=O)O)(F)F.NC1CCC(CC1)CN1C(\C(\C2=CC(=C(C=C12)C(=O)NCC#CC=1C=NN(C1)C)F)=C/C=1NC(=CC1C)C)=O (Z)-1-(((1r,4r)-4-aminocyclohexyl)methyl)-3-((3,5-dimethyl-1H-pyrrol-2-yl)methylene)-5-fluoro-N-(3-(1-methyl-1H-pyrazol-4-yl)prop-2-yn-1-yl)-2-oxoindole-6-carboxamide trifluoroacetate